C(=O)OP(=O)([O-])[O-] formyl-phosphate